ethyl 2-(2-chloropyridin-4-yl)acetate ClC1=NC=CC(=C1)CC(=O)OCC